(R)-6-fluoro-3-methyl-8-(1-((2-(methylsulfonyl)phenyl)amino)ethyl)-2-morpholinoquinazolin-4(3H)-one FC=1C=C2C(N(C(=NC2=C(C1)[C@@H](C)NC1=C(C=CC=C1)S(=O)(=O)C)N1CCOCC1)C)=O